4-(3-(((2S,3S,4S,5S,6R)-3,4,5-trihydroxy-6-(hydroxymethyl)tetrahydro-2H-pyran-2-yl)oxy)propyl)-4,11,16,19,22-pentaazaoctacosan-28-oic acid O[C@@H]1[C@H](O[C@@H]([C@H]([C@@H]1O)O)CO)OCCCN(CCC)CCCCCCNCCCCNCCNCCNCCCCCC(=O)O